C(C)N1C(NC2=C(C1=O)N=CC(=C2)CN2CCC(=CC2)C=2C=NC(=CC2)C(=O)NC)=O 1'-((3-ethyl-2,4-dioxo-1,2,3,4-tetrahydropyrido[3,2-d]pyrimidin-7-yl)methyl)-N-methyl-1',2',3',6'-tetrahydro-[3,4'-bipyridine]-6-carboxamide